Sodium zirconium silicon phosphorus [P].[Si].[Zr].[Na]